dihydro-1H-1,2,4-triazole N1NCN=C1